1-(4-(6-(benzyloxy)-2-(cyclohex-1-en-1-yl)-4,4-difluoro-3,4-dihydronaphthalen-1-yl)phenyl)-4-(dimethoxymethyl)piperidine C(C1=CC=CC=C1)OC=1C=C2C(CC(=C(C2=CC1)C1=CC=C(C=C1)N1CCC(CC1)C(OC)OC)C1=CCCCC1)(F)F